ClC1=CC=C(C=C1)N1CCN(CC1)CC=1C=C2C(N(C(C2=CC1)=O)C1C(NC(CC1)=O)=O)=O 5-((4-(4-chlorophenyl)piperazin-1-yl)methyl)-2-(2,6-dioxopiperidin-3-yl)isoindoline-1,3-dione